FC(C1=CC=C(CN2C=3N(C4=C(C2=O)CN(CC4)CC4=CC(=CC=C4)F)CCCN3)C=C1)(F)F 6-(4-trifluoromethylbenzyl)-3-(3-fluorobenzyl)-1,2,3,4,6,8,9,10-octahydro-5H-pyrido[3,4-e]pyrimido[1,2-a]pyrimidin-5-one